(7-cyano-2-(2,6-dioxopiperidin-3-yl)-3-oxoisoindolin-5-yl)methyl (3-chloro-4-methylphenyl)carbamate ClC=1C=C(C=CC1C)NC(OCC=1C=C2C(N(CC2=C(C1)C#N)C1C(NC(CC1)=O)=O)=O)=O